Ethyl methanesulfonate CS(=O)(=O)OCC